3H-1,2,3,5-oxathiadiazole 2-oxide hydrochloride Cl.O1S(NC=N1)=O